2-(5-bromo-2,4-difluoro-benzoyl)-3-[(4-methoxyphenyl)methylamino]prop-2-enoic acid ethyl ester C(C)OC(C(=CNCC1=CC=C(C=C1)OC)C(C1=C(C=C(C(=C1)Br)F)F)=O)=O